N1=CC(=CC=C1)C1=CC=2C3=C(N=NC2C=C1)NC(N3)=O 8-(PYRIDIN-3-YL)-1,3-DIHYDRO-2H-IMIDAZO[4,5-C]CINNOLIN-2-ONE